FC=1C=CC(=C(C1)NC(=O)NC1=CC(=CC=C1)F)CO 1-(5-fluoro-2-hydroxymethylphenyl)-3-(3-fluorophenyl)urea